O=C[C@H](O)[C@H](O)[C@H](O)CO ketoribose